C(C)(=O)OC(C)C1(CCC1)C1=NC(=C2C=NC(=NN21)SC)Cl 1-{1-[5-chloro-2-(methylsulfanyl)imidazo[4,3-f][1,2,4]triazin-7-yl]cyclobutyl}ethyl acetate